FC1=C(C=C(C(=C1)C)C=1C=C(C=2N(C1)C=C(N2)C(F)(F)F)N2CCOCC2)NC(=O)N2CC(=CC2)CC(F)(F)F N-(2-fluoro-4-methyl-5-(8-morpholino-2-(trifluoromethyl)imidazo[1,2-a]pyridin-6-yl)phenyl)-3-(2,2,2-trifluoroethyl)-2,5-dihydro-1H-pyrrole-1-carboxamide